C(C)(C)N1CC(N(C2(CCN(C2=O)C2=CC=CC=C2)C1=O)CC1=CC=C(C=C1)C(F)(F)F)=O 9-isopropyl-2-phenyl-6-(4-(trifluoromethyl)benzyl)-2,6,9-triazaspiro[4.5]-decane-1,7,10-trione